iron-copper disulfide [Cu](=S)=S.[Fe]